(S and R)-5-(4-methoxyphenyl)-2,5,6,7-tetrahydro-3H-pyrrolo[2,1-c][1,2,4]triazol-3-one COC1=CC=C(C=C1)[C@@H]1CCC2=NNC(N21)=O |r|